2,2-Difluoroethyl (4-nitrophenyl) carbonate C(OCC(F)F)(OC1=CC=C(C=C1)[N+](=O)[O-])=O